3-[4-[3-(2-morpholino-4-pyridyl)-1H-pyrazol-4-yl]phenyl]benzenesulfonamide O1CCN(CC1)C1=NC=CC(=C1)C1=NNC=C1C1=CC=C(C=C1)C=1C=C(C=CC1)S(=O)(=O)N